5-[5-[[Tert-butyl(dimethyl)silyl]oxymethyl]-2-(trifluoromethyl)pyrimidin-4-yl]-2,4-difluoro-aniline [Si](C)(C)(C(C)(C)C)OCC=1C(=NC(=NC1)C(F)(F)F)C=1C(=CC(=C(N)C1)F)F